C(C)(C)N1C(N(C(C(=C1)C(=O)O)=O)C1=C(C=CC=C1)C)=O 1-isopropyl-3-(2-methylphenyl)-2,4-dioxo-1,2,3,4-tetrahydropyrimidine-5-carboxylic acid